CN(CCOC1=CC=C(C=C1)N1C(C(=CC2=C1N=C(N=C2)NC)N2CCNC1=C(C=CC=C21)C)=O)C 8-[4-[2-(dimethylamino)ethoxy]phenyl]-2-(methylamino)-6-(5-methyl-3,4-dihydro-2H-quinoxalin-1-yl)pyrido[2,3-d]pyrimidin-7-one